7-Methoxy-2,4-diphenyl-3-(8-quinolyl)-3,4-dihydroquinazoline COC1=CC=C2C(N(C(=NC2=C1)C1=CC=CC=C1)C=1C=CC=C2C=CC=NC12)C1=CC=CC=C1